methyl 2-methyl-6-nitrobenzo[d]thiazole-5-carboxylate CC=1SC2=C(N1)C=C(C(=C2)[N+](=O)[O-])C(=O)OC